[Cl-].[Cl-].C[SiH](C)[Zr+2](C1C(=CC=C1)C)C1C(=CC=C1)C dimethylsilylbis(2-methylcyclopentadienyl)zirconium dichloride